C(C)(C)(C)N(C(O)=O)C1=CC(=NC=C1Cl)C1(CCN(CC1)C)F.OC1=CC=C(C=C1)C(CC1=CC=C(C=C1)CC(C)C1=CC=C(C=C1)O)C 1,4-bis{2-(4-hydroxyphenyl)propyl}benzene tert-butyl-(5-chloro-2-(4-fluoro-1-methylpiperidin-4-yl)pyridin-4-yl)carbamate